1,3-bis(dimethylsiloxy)propane C[SiH](OCCCO[SiH](C)C)C